C1(=CC=CC=C1)C(CCCC)N 1-phenylpentane-1-amine